CC1=NC(=CC=C1N1CCN(CC1)CC=1C=C2NC(C=3N(C2=C(C1)Cl)N=CC3)=O)C(NC)=O 7-((4-(2-methyl-6-(methylcarbamoyl)pyridin-3-yl)piperazin-1-yl)methyl)-9-chloropyrazolo[1,5-a]quinoxalin-4(5H)-one